C(#N)C=1C=C2CCN(CC2=C(C1)F)C1=CC=CC(=N1)C1CCN(CC1)CC1=NC2=C(N1C[C@H]1OCC1)C=C(C=C2)C(=O)O (S)-2-((4-(6-(6-cyano-8-fluoro-3,4-dihydroisoquinolin-2(1H)-yl)pyridin-2-yl)piperidin-1-yl)methyl)-1-(oxetan-2-ylmethyl)-1H-benzo[d]imidazole-6-carboxylic acid